5-(3-Cyanophenyl)-2-methyl-N-(3-(morpholinomethyl)-1,2,4-thiadiazol-5-yl)thiophene-3-carboxamide C(#N)C=1C=C(C=CC1)C1=CC(=C(S1)C)C(=O)NC1=NC(=NS1)CN1CCOCC1